15-Hydroxystearic acid OC(CCCCCCCCCCCCCC(=O)O)CCC